tert-Butyl ((trans-4-(((trans-4-(4-methoxy-3-methylphenyl)cyclohexyl)methyl)(3-(2-methoxythiazol-5-yl)phenyl)carbamoyl)cyclohexyl)methyl)carbamate COC1=C(C=C(C=C1)[C@@H]1CC[C@H](CC1)CN(C(=O)[C@@H]1CC[C@H](CC1)CNC(OC(C)(C)C)=O)C1=CC(=CC=C1)C1=CN=C(S1)OC)C